1-((1R,5R)-6-(6,8-difluoro-2-(((S)-1-methylpyrrolidin-2-yl)methoxy)-7-(5,6,7,8-tetrahydroisoquinolin-4-yl)quinazolin-4-yl)-2,6-diazabicyclo[3.2.0]hept-2-yl)prop-2-en-1-one FC=1C=C2C(=NC(=NC2=C(C1C1=CN=CC=2CCCCC12)F)OC[C@H]1N(CCC1)C)N1[C@@H]2CCN([C@@H]2C1)C(C=C)=O